C1(CCCCCCC1)C(C(NC1=CC=C2C(=C1)NC(C21CCOCC1)=O)=O)NC(=O)C=1C(=NOC1)C N-{1-Cyclooctyl-2-oxo-2-[(2-oxospiro[1H-indole-3,4'-oxane]-6-yl)amino]ethyl}-3-methyl-isoxazole-4-carboxamide